C(C)S(=O)(=O)C1=C(N=C2N1C=CC(=C2)C(F)(F)F)N2C(C=1C=CC(=NC1CC2)C(F)(F)F)=O 6-[3-ethylsulfonyl-7-(trifluoromethyl)imidazo[1,2-a]pyridin-2-yl]-2-(trifluoromethyl)-7,8-dihydro-1,6-naphthyridin-5-one